N-(4-chloro-1H-indol-6-yl)-5-[1-(oxan-4-yl)-1H-pyrazol-4-yl]-1H-1,3-benzodiazol-2-amine ClC1=C2C=CNC2=CC(=C1)NC1=NC2=C(N1)C=CC(=C2)C=2C=NN(C2)C2CCOCC2